1-ethyl-trimethylimidazole chloride [Cl-].C(C)N1C(=NC(=C1C)C)C